NCC=1C=C(C(=O)NC)C=CC1OCC1=CC(=CC=C1)C(F)(F)F 3-(aminomethyl)-N-methyl-4-(3-(trifluoromethyl)benzyloxy)benzamide